acetyl-CoA aluminum [Al].C(C)(=O)SCCNC(CCNC([C@@H](C(COP(OP(OC[C@@H]1[C@H]([C@H]([C@@H](O1)N1C=NC=2C(N)=NC=NC12)O)OP(=O)(O)O)(=O)O)(=O)O)(C)C)O)=O)=O